OC(=O)C(F)(F)F.ClC=1C(=NC(=NC1)N[C@H]1CN(CC1)C(=O)C1=NC=C(C=C1)NC)OC (R)-(3-((5-chloro-4-methoxypyrimidin-2-yl)amino)pyrrolidin-1-yl)(5-(methylamino)pyridin-2-yl)methanone TFA salt